N1-((3-((1s,4s)-4-ethyl-4-((2,2,2-trifluoroethoxy)-methyl)cyclohexyl)-5,6-dihydro-4H-pyrrolo[1,2-b]-pyrazol-2-yl)methyl)-N1,N2-dimethylethane-1,2-diamine C(C)C1(CCC(CC1)C1=C2N(N=C1CN(CCNC)C)CCC2)COCC(F)(F)F